C(C)(C)(C)OC(=O)N[C@@H](CC(=O)OCC)C1=C(C(=CC(=C1)B1OC(C(O1)(C)C)(C)C)C)F ethyl (3S)-3-[(tert-butoxycarbonyl)amino]-3-[2-fluoro-3-methyl-5-(4,4,5,5-tetramethyl-1,3,2-dioxaborolan-2-yl)phenyl]propanoate